C(=O)C=1C=CC(=NC1)NC(OC(C)(C)C)=O TERT-BUTYL (5-FORMYLPYRIDIN-2-YL)CARBAMATE